BrC1=CC2=C(N=C(N=C2)NC=2C=NN(C2)C2CCN(CC2)C)N2C1=NCC2 6-bromo-N-(1-(1-methylpiperidin-4-yl)-1H-pyrazol-4-yl)-8,9-dihydroimidazo[1',2':1,6]pyrido[2,3-d]pyrimidin-2-amine